2-amino-3-(2,5-dibromothiophen-3-yl)propanoic Acid NC(C(=O)O)CC1=C(SC(=C1)Br)Br